2-(2,4-dichlorophenyl)-3-aminomethyl-4-(1,2,4-triazol-1-yl)methyl-7-ethoxycarbonylmethoxyquinoline ClC1=C(C=CC(=C1)Cl)C1=NC2=CC(=CC=C2C(=C1CN)CN1N=CN=C1)OCC(=O)OCC